CC1=C(C(=O)NC2(CC2)C2=C3CCCN(C3=CC(=C2)C=C)C)C=C(C=C1)OCC1N(CC1)C 2-Methyl-N-(1-(1-methyl-7-vinyl-1,2,3,4-tetrahydroquinolin-5-yl)cyclopropyl)-5-((1-methylazetidin-2-yl)methoxy)benzamide